NC1=NC(=CC(=N1)N1CCC(CC1)NC(OC(C)(C)C)=O)C tert-butyl (1-(2-amino-6-methylpyrimidin-4-yl)piperidin-4-yl)carbamate